CO[C@@H]1COCC[C@H]1NCC#CC=1N(C2=CC=CC(=C2C1)NC1CCC(CC1)N(C)C)CC(F)(F)F (1R,4R)-N1-(2-(3-(((3S,4R)-3-methoxy-tetrahydro-2H-pyran-4-yl)amino)prop-1-yn-1-yl)-1-(2,2,2-trifluoro-ethyl)-1H-indol-4-yl)-N4,N4-dimethylcyclohexane-1,4-diamine